ClC1=C(C=CC=C1)CN1N=C(C=C1C1=CC(=CC=C1)OCC1CC1)COC(C(=O)O)(C)C 2-[[1-[(2-Chlorophenyl)methyl]-5-[3-(cyclopropylmethoxy)phenyl]pyrazol-3-yl]methoxy]-2-methyl-propanoic acid